L-(+)-citrulline C(CC(C(=O)O)N)CNC(=O)N